O1CCN(CC1)C1=C(C=NC=C1)NC(=O)C=1C=2N(N=CC1)C=C(N2)C2=CC=C(C=C2)C(F)(F)F N-(4-Morpholinopyridin-3-yl)-2-(4-(trifluoromethyl)phenyl)imidazo[1,2-b]pyridazine-8-carboxamide